N-(2,3-difluoro-4-(((R)-tetrahydrofuran-2-yl)methoxy)phenyl)-6-(((S)-pyrrolidin-3-yl)oxy)pyrido[3,2-d]pyrimidin-4-amine FC1=C(C=CC(=C1F)OC[C@@H]1OCCC1)NC=1C2=C(N=CN1)C=CC(=N2)O[C@@H]2CNCC2